N-(di-p-tolylmethyl)-5-(2-hydroxyethyl)-2-oxo-6-(trifluoromethyl)-1,2-dihydropyridine-3-carboxamide C1(=CC=C(C=C1)C(NC(=O)C=1C(NC(=C(C1)CCO)C(F)(F)F)=O)C1=CC=C(C=C1)C)C